E-8-DODECENYL ACETATE C(C)(=O)OCCCCCCC\C=C\CCC